Cl.FC(C1(CCC1)N)F 1-(difluoromethyl)cyclobutane-1-amine hydrochloride